C(C)[C@H]1N(C[C@@H](N(C1)C=1C=2C(N(C(C1)=O)C)=CN(N2)CC#N)C)C(C)C2=CC=C1C(=N2)SC(=C1)F 2-(7-((2S,5R)-5-ethyl-4-(1-(2-fluorothieno[2,3-b]pyridin-6-yl)ethyl)-2-methylpiperazin-1-yl)-4-methyl-5-oxo-4,5-dihydro-2H-pyrazolo[4,3-b]pyridin-2-yl)acetonitrile